C(C)(C)(C)OC(=O)N1C[C@H](CC=C1C1=CC(=CC=C1)OC)C.N1C=C(C2=CC=CC=C12)CC(=O)O 3-indoleAcetic acid (S)-tert-butyl-6-(3-methoxyphenyl)-3-methyl-3,4-dihydropyridine-1(2H)-carboxylate